C(CCC)OC(=O)C1=C(O[Al])C=CC=C1 2-(butoxycarbonyl)-phenoxylaluminum